NC1=CC=C(C(=N1)C(=O)OC)C1CCOCC1 Methyl 6-amino-3-(tetrahydro-2H-pyran-4-yl)picolinate